N-(3-cyano-5-fluorophenyl)-N-((4-(3-cyclopropyl-1,2,4-oxadiazol-5-yl)bicyclo[2.2.2]octan-1-yl)methyl)-3-fluorobicyclo[1.1.1]pentane-1-carboxamide C(#N)C=1C=C(C=C(C1)F)N(C(=O)C12CC(C1)(C2)F)CC21CCC(CC2)(CC1)C1=NC(=NO1)C1CC1